(S)-7-((4-(4-fluorophenoxy)benzoyl)glycyl)-N-((S)-2-hydroxy-1-(1H-pyrrolo[3,2-c]pyridin-2-yl)ethyl)-1,4-dioxa-7-azaspiro[4.4]nonane-8-carboxamide FC1=CC=C(OC2=CC=C(C(=O)NCC(=O)N3CC4(OCCO4)C[C@H]3C(=O)N[C@H](CO)C3=CC=4C=NC=CC4N3)C=C2)C=C1